Benzyl tert-butyl ((5S)-6-cyano-6-hydroxyhexane-1,5-diyl)dicarbamate C(#N)C([C@H](CCCCNC(OCC1=CC=CC=C1)=O)NC(OC(C)(C)C)=O)O